COC(C=O)(C)OC Pyruvaldehyde dimethyl acetal